COCCNC(=O)C1=CC2=C(N(C(=N2)NC2=NC3=C(N2)C=CC(=C3)OC(F)(F)F)CCOC)C=C1 N,1-bis(2-methoxy-ethyl)-2-((5-(trifluoro-methoxy)-1H-benzo[d]-imidazol-2-yl)amino)-1H-benzo[d]imidazole-5-carboxamide